FC(F)(F)NC1=CC=C(C2=CC=C(NC(F)(F)F)C=C2)C=C1 bis(trifluoromethyl)-benzidine